4-amino-2-methyl-5-(4,4,5,5-tetramethyl-1,3,2-dioxaborolan-2-yl)benzonitrile NC1=CC(=C(C#N)C=C1B1OC(C(O1)(C)C)(C)C)C